5-((S)-2-(2-chlorophenyl)pyrrolidin-1-yl)-N-((R,E)-4-(methylsulfonyl)but-3-en-2-yl)pyrimidine-2-carboxamide ClC1=C(C=CC=C1)[C@H]1N(CCC1)C=1C=NC(=NC1)C(=O)N[C@H](C)\C=C\S(=O)(=O)C